6-chloro-4,5-dimethyl-4,5-dihydro-2H-[1,2,3]triazolo[4,5-c][1,7]naphthyridine ClC1=NC=CC=2C=3C(C(N(C12)C)C)=NNN3